1-cyclobutyl-4-((5-fluoro-6-phenylpyridin-3-yl)methyl)piperazine-2,3-dione C1(CCC1)N1C(C(N(CC1)CC=1C=NC(=C(C1)F)C1=CC=CC=C1)=O)=O